Fluoro-methyl-benzenesulfonylchloride FC=1C(=C(C=CC1)S(=O)(=O)Cl)C